O=C1N(CC2=CC(=CC=C12)O[C@@H]1[C@H](CCCC1)N1CC(C1)OC1=NC=CN=C1)C1C(NC(CC1)=O)=O 3-(1-oxo-5-(((1S,2S)-2-(3-(pyrazin-2-yloxy)azetidin-1-yl)cyclohexyl)oxy)isoindolin-2-yl)piperidine-2,6-dione